C(C)C1=C(NC2=CC=C(C=C12)C1CCNCC1)C1=CC(=NC=C1)C#N 4-(3-ethyl-5-(piperidin-4-yl)-1H-indol-2-yl)cyanopyridine